FC(C=C)(C(C(C(C(C(F)(F)F)(F)F)(F)F)(F)F)(F)F)F 3,3,4,4,5,5,6,6,7,7,8,8,8-tridecafluoro-1-octene